(R)-2-(4-fluorophenyl)-5-(4-(4-methylpyrazolo[1,5-a]pyridin-2-yl)-1,4,6,7-tetrahydro-5H-imidazo[4,5-c]pyridin-5-yl)-1,3,4-oxadiazole FC1=CC=C(C=C1)C=1OC(=NN1)N1[C@H](C2=C(CC1)NC=N2)C2=NN1C(C(=CC=C1)C)=C2